(S)-Methyl 1-(4-((5-((1-(3-bromophenyl)ethyl)carbamoyl)-2,3-dimethyl-1H-indol-1-yl)methyl)phenyl)cyclopropanecarboxylate BrC=1C=C(C=CC1)[C@H](C)NC(=O)C=1C=C2C(=C(N(C2=CC1)CC1=CC=C(C=C1)C1(CC1)C(=O)OC)C)C